1,2-Octylenoxid C1C(CCCCCC)O1